(R)-N-(4-cyclobutyl-5-(3-fluorophenyl)-1-methyl-1H-pyrazol-3-yl)-2,2-difluorocyclopropane-1-carboxamide C1(CCC1)C=1C(=NN(C1C1=CC(=CC=C1)F)C)NC(=O)[C@@H]1C(C1)(F)F